1-[7-fluoro-1-methyl-6-[4-[1-methyl-1-(4-piperidyl)ethyl]piperazin-1-yl]indazol-3-yl]hexahydropyrimidine-2,4-dione FC=1C(=CC=C2C(=NN(C12)C)N1C(NC(CC1)=O)=O)N1CCN(CC1)C(C)(C1CCNCC1)C